N-tert-butoxycarbonyl-morpholine C(C)(C)(C)OC(=O)N1CCOCC1